N-methyl-N-cyanopropylaniline CN(C1=CC=CC=C1)CCCC#N